BrC1=CC=C2C=CN(C(C2=C1)=O)CC(F)(F)F 7-bromo-2-(2,2,2-trifluoroethyl)-1,2-dihydro-1-isoquinolinone